O=C(CN1N=C(C=C1C(=O)OCC)C(=O)OCC)C1=CC=2CCCCC2C=C1 diethyl 1-[2-oxo-2-(5,6,7,8-tetrahydronaphthalen-2-yl)ethyl]-1H-pyrazole-3,5-dicarboxylate